9-(3-(2,4-Difluoro-3-hydroxy-5-(trifluoromethyl)phenyl)-1-methyl-1H-pyrazolo[3,4-d]pyrimidin-6-yl)-1,9-diazaspiro[5.5]undecan-2-one FC1=C(C=C(C(=C1O)F)C(F)(F)F)C1=NN(C2=NC(=NC=C21)N2CCC1(CCCC(N1)=O)CC2)C